C(C)N1N=C(C(=C1)C1=NC(=NC=C1)NC1=CC=C2CCN(CC2=C1)C(=O)OC(C)(C)C)C=1C=NC=CC1 tert-Butyl 7-((4-(1-ethyl-3-(pyridin-3-yl)-1H-pyrazol-4-yl)pyrimidin-2-yl)amino)-3,4-dihydroisoquinoline-2(1H)-carboxylate